NC1=CC=CC=2C(=NSC21)N[C@H](CCN2CC1=CC=CC=C1CC2)O (S)-1-((7-aminobenzo[d]isothiazol-3-yl)amino)-3-(3,4-dihydroisoquinolin-2(1H)-yl)propanol